Methyl-(S,E)-(7-amino-1,7-dioxo-1-((2-oxo-1-((4-(3,3,3-trifluoro-2-(trifluoromethyl)propyl)-1H-benzo[d]imidazol-2-yl)methyl)-1,2-dihydropyridin-3-yl)amino)hept-5-en-2-yl)carbamat COC(N[C@H](C(NC=1C(N(C=CC1)CC1=NC2=C(N1)C=CC=C2CC(C(F)(F)F)C(F)(F)F)=O)=O)CC\C=C\C(=O)N)=O